N(=C=O)CCC#N 3-isocyanatopropionitrile